tert-Butyl 7-(8-((tert-butoxycarbonyl)amino)-7-fluoro-3-((((tetrahydro-2H-pyran-4-yl)oxy)carbonyl)amino)isoquinolin-6-yl)-4,8-dimethyl-3,4-dihydro-1,5-naphthyridine-1(2H)-carboxylate C(C)(C)(C)OC(=O)NC=1C(=C(C=C2C=C(N=CC12)NC(=O)OC1CCOCC1)C1=CN=C2C(CCN(C2=C1C)C(=O)OC(C)(C)C)C)F